5-(2-(4-((Tert-butoxycarbonyl)(3,5-difluoro-4-(trifluoromethoxy)benzyl)amino)butoxy)ethoxy)benzo[c][2,6]naphthyridine-8-carboxylic acid C(C)(C)(C)OC(=O)N(CCCCOCCOC1=NC2=C(C3=CN=CC=C13)C=CC(=C2)C(=O)O)CC2=CC(=C(C(=C2)F)OC(F)(F)F)F